γ-glycidoxypropylacetoxymethoxyethylsilane C(C1CO1)OCCC[SiH2]CCOCOC(C)=O